5-[(5-fluoro-2,3-dihydrobenzofuran-4-yl)methylamino]-8-(2-methoxy-4-pyridyl)imidazo[1,2-c]pyrimidine-2-carbonitrile FC=1C=CC2=C(CCO2)C1CNC1=NC=C(C=2N1C=C(N2)C#N)C2=CC(=NC=C2)OC